(S)-7-((2-aminopyrimidin-4-yl)methyl)-4-(cyclopropylethynyl)-1-(4-methoxybenzyl)-3-methyl-4-(trifluoromethyl)-3,4-dihydroquinazolin-2(1H)-one NC1=NC=CC(=N1)CC1=CC=C2[C@](N(C(N(C2=C1)CC1=CC=C(C=C1)OC)=O)C)(C(F)(F)F)C#CC1CC1